carbonic acid bis(1-undecyloxy-2,2,6,6-tetramethyl-4-piperidyl) ester C(CCCCCCCCCC)ON1C(CC(CC1(C)C)OC(OC1CC(N(C(C1)(C)C)OCCCCCCCCCCC)(C)C)=O)(C)C